3-(((5-(1-((tert-butyldimethylsilyl)oxy)cyclopropyl)-1-((2-(trimethylsilyl)ethoxy)methyl)-1H-indazol-6-yl)oxy)methyl)isoxazole [Si](C)(C)(C(C)(C)C)OC1(CC1)C=1C=C2C=NN(C2=CC1OCC1=NOC=C1)COCC[Si](C)(C)C